COC(C1=CN=C(C=C1C1=C(C(=CC=C1OC)C(F)(F)F)F)C)=O 4-(2-fluoro-6-methoxy-3-(trifluoromethyl)phenyl)-6-methylnicotinic acid methyl ester